N-(1-cyclopropylethyl)-6-(trifluoromethyl)-2,3-dihydrobenzofuran-3-amine C1(CC1)C(C)NC1COC2=C1C=CC(=C2)C(F)(F)F